Diallyl-2-((bis((4-acetoxybenzyl)oxy)phosphoryl)methyl)pentanedioate C(C=C)OC(C(CCC(=O)OCC=C)CP(=O)(OCC1=CC=C(C=C1)OC(C)=O)OCC1=CC=C(C=C1)OC(C)=O)=O